O1C(CCCC1)OCCOC=1C(=CC(=NC1)C(=O)OC)C(F)(F)F methyl 5-(2-(tetrahydro-2H-pyran-2-yloxy)ethoxy)-4-(trifluoromethyl)-picolinate